(4-((R/S)-(2-(difluoromethyl)-2H-tetrazol-5-yl)(phenyl)methyl)piperazin-1-yl)(4-(6-(((S)-tetrahydrofuran-3-yl)oxy)benzo[d]oxazol-2-yl)pyridin-2-yl)methanone FC(N1N=C(N=N1)[C@H](N1CCN(CC1)C(=O)C1=NC=CC(=C1)C=1OC2=C(N1)C=CC(=C2)O[C@@H]2COCC2)C2=CC=CC=C2)F |&1:7|